zirconium tin hafnium [Hf].[Sn].[Zr]